FC1=C(CC2=C(C=CC(=C2)[N+](=O)[O-])S(=O)(=O)N)C=CC=C1 (2-fluorobenzyl)-4-nitrobenzenesulfonamide